C(C)(=O)C=1C=CC=2N(C3=CC=C(C=C3C2C1)C(C)=O)CC 3,6-diacetyl-N-ethyl-carbazole